C1(CC(C(CC1)C(C)C)OC(C(C)(O)C)O)C menthoxy-2-methyl-propane-1,2-diol